2-(4-chlorophenylethyl)-2-tert-butyloxirane ClC1=CC=C(C=C1)CCC1(OC1)C(C)(C)C